butyl 3-(5-(5-((4-cyanophenyl)(cyclopropylmethylamino)methyl)-2-fluorophenylcarbamoyl)-3-(trifluoromethyl)-1H-pyrazol-1-yl)benzylcarbamate C(#N)C1=CC=C(C=C1)C(C=1C=CC(=C(C1)NC(=O)C1=CC(=NN1C=1C=C(CNC(OCCCC)=O)C=CC1)C(F)(F)F)F)NCC1CC1